[N-]=C=O.CC=1C(=C(C=CC1)C)C trimethylbenzene isocyanate